COC(=O)C1CC(N(CC1)CC1=CC=CC=C1)C.C(C1=CC=CC=C1)N1C(CC(CC1)C(=O)NN)C 1-Benzyl-2-methylpiperidine-4-carbohydrazide Methyl-1-benzyl-2-methylpiperidine-4-carboxylate